4-(4-(2-(4-((2-(methylsulfonamido)pyrimidin-4-yl)methoxy)phenyl)propan-2-yl)phenoxy)piperidine-1-carboxylic acid tert-butyl Ester C(C)(C)(C)OC(=O)N1CCC(CC1)OC1=CC=C(C=C1)C(C)(C)C1=CC=C(C=C1)OCC1=NC(=NC=C1)NS(=O)(=O)C